(2R,3R,4S,5R)-2-(4-amino-5-bromo-7H-pyrrolo[2,3-d]pyrimidin-7-yl)-5-((E)-5-(benzylamino)pent-1-en-1-yl)tetrahydrofuran-3,4-diol NC=1C2=C(N=CN1)N(C=C2Br)[C@@H]2O[C@@H]([C@H]([C@H]2O)O)\C=C\CCCNCC2=CC=CC=C2